tert-butyl N-[[6-[6-(difluoromethoxy)-2-pyridyl]-3-isoquinolyl]methyl]carbamate FC(OC1=CC=CC(=N1)C=1C=C2C=C(N=CC2=CC1)CNC(OC(C)(C)C)=O)F